COC([C@@H](NC(=O)OC(C)(C)C)CC1=CC=CC=C1)=O N-(t-butoxycarbonyl)phenylalanine methyl ester